N1-(5-(1-(4-chloro-2-fluorophenyl)piperidin-4-yl)-1,3-dimethyl-1H-pyrazol-4-yl)-N4,N4-dimethylbenzene-1,4-disulfonamide ClC1=CC(=C(C=C1)N1CCC(CC1)C1=C(C(=NN1C)C)NS(=O)(=O)C1=CC=C(C=C1)S(=O)(=O)N(C)C)F